α-Chloronaphthalene ClC1=CC=CC2=CC=CC=C12